C12(CC3CC(CC(C1)C3)C2)COC(=O)C(S(=O)(=O)[O-])(F)F.C2(=CC=CC=C2)[S+](C2=CC=C(C=C2)SC2=CC=CC=C2)C2=CC=CC=C2 diphenyl-[4-(phenylthio)phenyl]sulfonium adamantylmethoxycarbonyl-difluoromethanesulfonate